CN1C(=NC2=C1C=CC=C2)C(=C)C2=CC=CC=C2 1-methyl-2-(1-phenylvinyl)-1H-benzimidazole